1-(tert-butyl) 2-methyl (2S,4R)-4-azidopyrrolidine-1,2-dicarboxylate N(=[N+]=[N-])[C@@H]1C[C@H](N(C1)C(=O)OC(C)(C)C)C(=O)OC